(7-chloro-5-(5-fluoro-6-(morpholine-4-carbonyl)pyridin-2-yl)benzofuran-2-yl)methylcarbamic acid tert-butyl ester C(C)(C)(C)OC(NCC=1OC2=C(C1)C=C(C=C2Cl)C2=NC(=C(C=C2)F)C(=O)N2CCOCC2)=O